C[C@H]1[C@@H]([C@H]([C@H]([C@H](O1)O[C@@H]2[C@H]([C@@H]([C@H](O[C@H]2C3=C(C=C(C4=C3OC(=CC4=O)C5=CC=C(C=C5)O)[O-])OC)CO)O)O)O)O)O The molecule is a flavonoid oxoanion obtained by deprotonation of the 5-hydroxy group of 7-O-methylvitexin 2''-O-beta-L-rhamnoside. It is the major microspecies at pH 7.3 (according to Marvin v 6.2.0.). It has a role as a plant metabolite. It is a conjugate base of a 7-O-methylvitexin 2''-O-beta-L-rhamnoside.